1,2,3,4,6-pentagalloyl-glucose methyl-3-bromo-1-(2-bromoethyl)-1H-pyrazole-5-carboxylate CC=1C(=NN(C1C(=O)O)CCBr)Br.C(C1=CC(O)=C(O)C(O)=C1)(=O)C(=O)[C@](O)([C@@](O)([C@](O)([C@H](O)C(O)C(C1=CC(O)=C(O)C(O)=C1)=O)C(C1=CC(O)=C(O)C(O)=C1)=O)C(C1=CC(O)=C(O)C(O)=C1)=O)C(C1=CC(O)=C(O)C(O)=C1)=O